(E)-10-(4-Bromobenzylidene)-3,3-dimethyl-2,3,4a,9,9a,10-hexahydro-1H-indeno[1,2-c]pyrazolo[1,2-a]pyrazol-1-one BrC1=CC=C(\C=C\2/C3C(N4N2C(CC4(C)C)=O)C=4C=CC=CC4C3)C=C1